gamma-heptanelactone C1(CC(CCCC)O1)=O